2-vinylpyrazine C(=C)C1=NC=CN=C1